C[C@H]1CNCCC2=C1C=C(C=C2)Cl.Cl The molecule is a hydrochloride obtained by reaction of lorcaserin with one equivalent of hydrochloric acid. Used as an anti-obesity drug. It has a role as a serotonergic agonist and an appetite depressant. It contains a lorcaserin(1+).